5-(4-amino-2-fluorophenyl)-7-(oxetan-3-yl)-7H-pyrrolo[2,3-d]pyrimidin-4-amine NC1=CC(=C(C=C1)C1=CN(C=2N=CN=C(C21)N)C2COC2)F